C(C)C1(C(C(=O)O)(O1)C1=CC=CC=C1)C.CN(C1=NNC=2C1=NC(=CC2CN2CCCC2)C=2C=C1CN(C(C1=CC2)=O)C2C(NC(CC2)=O)=O)C 3-(5-(3-(dimethylamino)-7-(pyrrolidin-1-ylmethyl)-1H-pyrazolo[4,3-b]pyridin-5-yl)-1-oxoisoindolin-2-yl)piperidine-2,6-dione ETHYL-METHYLPHENYLGLYCIDATE